ClC1=NC=CC(=N1)N1N=C(C2=CC=CC=C12)C(=O)N 1-(2-chloro-pyrimidin-4-yl)-1H-indazole-3-carboxylic acid amide